ClC1=CC(=CC(=N1)N1CCOCC1)N1CCCC2=CC=CC=C12 4-(6-chloro-4-(3,4-dihydroquinolin-1(2H)-yl)pyridin-2-yl)morpholine